5-[[2-[(2R,5S)-5-methyl-2-(1H-thieno[3,2-c]pyrazol-5-yl)-1-piperidyl]-2-oxo-acetyl]amino]pyridine-3-carboxamide C[C@H]1CC[C@@H](N(C1)C(C(=O)NC=1C=C(C=NC1)C(=O)N)=O)C1=CC=2NN=CC2S1